C(C1=CC=CC=C1)(C1=CC=CC=C1)N1CC(C1)N1CC2=CC=C(C=C2CC1)Br 2-(1-benzhydryl-azetidin-3-yl)-6-bromo-1,2,3,4-tetrahydroisoquinoline